N(=[N+]=[N-])CC1CN(C1)CCNS(=O)(=O)C1=CC=C(C=C1)CC(C)C N-(2-(3-(azidomethyl)azetidin-1-yl)ethyl)-4-isobutylbenzenesulfonamide